3-cyclopentyl-5-(4-(trifluoromethyl)phenyl)isoxazolo[4,5-d]pyrimidin-7(6H)-one C1(CCCC1)C1=NOC2=C1N=C(NC2=O)C2=CC=C(C=C2)C(F)(F)F